C1(CC1)C=1N=CN(C1)C=1C(=CC(=C(C=O)C1)F)COCOCCOC 5-(4-cyclopropyl-1H-imidazol-1-yl)-2-fluoro-4-(((2-methoxyethoxy)methoxy)methyl)benzaldehyde